(Z)-2-((4-amino-2-fluorobut-2-en-1-yl)sulfonyl)-N-(4-(N,N-diisopropylsulfamoyl)-phenyl)benzamide hydrochloride Cl.NC\C=C(\CS(=O)(=O)C1=C(C(=O)NC2=CC=C(C=C2)S(N(C(C)C)C(C)C)(=O)=O)C=CC=C1)/F